(1R,3S,4R)-1-(4-chloro-3-(5-fluoropyrimidin-2-yl)benzyl)-3-fluoro-4-(methylsulfonamido)cyclopentane-1-carboxylate ClC1=C(C=C(C[C@@]2(C[C@@H]([C@@H](C2)NS(=O)(=O)C)F)C(=O)[O-])C=C1)C1=NC=C(C=N1)F